1-(4-cyclopropylthiazol-2-yl)ethan-1-one C1(CC1)C=1N=C(SC1)C(C)=O